(S)-6-((4-((2-hydroxy-1-phenylethyl)amino)-5-(5-(pyridin-2-yl)-1,3,4-oxadiazol-2-yl)pyridin-2-yl)amino)-1-isopropyl-1,2-dihydro-3H-indazol-3-one OC[C@H](C1=CC=CC=C1)NC1=CC(=NC=C1C=1OC(=NN1)C1=NC=CC=C1)NC1=CC=C2C(NN(C2=C1)C(C)C)=O